ClC=1C=C(OCCC(C(=O)O)C)C=CC1C=1N(C2=NC=NC(=C2N1)OC1(CC1)C)CC1=CC(=CC=C1)OC 4-(3-chloro-4-(9-(3-methoxybenzyl)-6-(1-methylcyclopropoxy)-9H-purin-8-yl)phenoxy)-2-methylbutanoic acid